Cymen-9-ol CC1=CC=C(C=C1)C(C)(C)CO